2,4-di-tert-butyl-6-hydroxymethylphenol C(C)(C)(C)C1=C(C(=CC(=C1)C(C)(C)C)CO)O